C(#N)C=1C=CC=C2C(=CN(C12)C(=O)OC(C)(C)C)B1OC(C(O1)(C)C)(C)C tert-butyl 7-cyano-3-(4,4,5,5-tetramethyl-1,3,2-dioxaborolan-2-yl)-1H-indole-1-carboxylate